1-(2,4-dichlorophenyl)-1H-tetrazole-5-thiol ClC1=C(C=CC(=C1)Cl)N1N=NN=C1S